2-amino-8-chloro-3-(4-(piperazin-1-yl)phenyl)pyrazolo[5,1-b]quinazolin-9(4H)-one hydrochloride Cl.NC1=NN2C(NC=3C=CC=C(C3C2=O)Cl)=C1C1=CC=C(C=C1)N1CCNCC1